ClC1=C(C(=C2N(C1=O)C(CN2CCCCCO)C(=O)O)C2=CC(=CC=C2)C(F)(F)F)CC2=CC=CC1=CC=CC=C21 6-chloro-1-(5-hydroxypentyl)-7-(naphthalen-1-ylmethyl)-5-oxo-8-(3-(trifluoromethyl)phenyl)-1,2,3,5-tetrahydroimidazo[1,2-a]pyridine-3-carboxylic acid